(carbazolylterphenylyl)amine C1(=CC=CC=2C3=CC=CC=C3NC12)C=1C(=C(C=CC1)C=1C(=CC=CC1)C1=CC=CC=C1)N